1,7-bis-Trimethylsilyl-hepta-1,6-diene C[Si](C=CCCCC=C[Si](C)(C)C)(C)C